6-Chloro-9-ethyl-1-methyl-8-(3-morpholin-4-yl-phenyl)-9H-pyrido[3,4-b]indole ClC=1C=C2C3=C(N(C2=C(C1)C1=CC(=CC=C1)N1CCOCC1)CC)C(=NC=C3)C